8-Chloro-2-(1-((3,3-difluorocyclobutyl)methyl)-1H-pyrazol-4-yl)-7-((7-fluoro-2-methyl-1H-benzo[d]imidazol-4-yl)oxy)quinoxaline ClC=1C(=CC=C2N=CC(=NC12)C=1C=NN(C1)CC1CC(C1)(F)F)OC1=CC=C(C=2NC(=NC21)C)F